2-chloro-6-difluoromethylpyridine ClC1=NC(=CC=C1)C(F)F